NC1=C(C=NC=C1)C(O)C 4-amino-α-methyl-3-pyridinemethanol